C(C)(C)(C)OC(=O)NC(C(=O)O)CCCCC ((tert-Butoxycarbonyl)amino)heptanoic acid